COC(=O)C=1SC(=C(C1Br)F)Br 3,5-dibromo-4-fluoro-thiophene-2-carboxylic acid methyl ester